C1(CC1)CN1N=CC(=C1)NC1=NC=C(C(=N1)NC1=C2CCNCC2=CC=C1)C(=O)N 2-{[1-(cyclopropylmethyl)-1H-pyrazol-4-yl]amino}-4-[(1,2,3,4-tetrahydroisoquinolin-5-yl)amino]pyrimidine-5-carboxamide